C(\C=C\CC\C=C/CC)CC(=O)O.BrC1=NC=C(C=C1SCC)Cl 2-bromo-5-chloro-3-(ethylsulfanyl)pyridine (2E,6Z)-2,6-NONADIENYL-ACETATE